8-(methylamino)imidazo[1,2-b]Pyridazine-3-carboxylic acid CNC=1C=2N(N=CC1)C(=CN2)C(=O)O